2,3-dimethyl-2-isopropylbutanoic acid CC(C(=O)O)(C(C)C)C(C)C